C(C)(C)C1=C(C=2C(=NC=C(N2)C=C)O1)C(F)(F)F 6-isopropyl-7-(trifluoromethyl)-2-vinyl-furo[2,3-b]pyrazine